C(OC(C)(C)C)(OC1OCCC=C1)=O tert-butyl (5,6-dihydro-2H-pyran-2-yl) carbonate